N-(2,2-difluoroethyl)-5-(5-(1,3,5-trimethyl-1H-pyrazol-4-yl)-1H-pyrrolo[2,3-b]pyridin-3-yl)pyrazolo[1,5-a]pyridine-3-carboxamide FC(CNC(=O)C=1C=NN2C1C=C(C=C2)C2=CNC1=NC=C(C=C12)C=1C(=NN(C1C)C)C)F